Pentamethylcyclopentadienyl-dimethyl-(1-phenethyl-6,6-dimethyl-1,5,6,7-tetrahydro-s-indacenyl)hafnium CC1=C(C(=C(C1([Hf](C1(C=CC2=CC=3CC(CC3C=C12)(C)C)CCC1=CC=CC=C1)(C)C)C)C)C)C